ClC=1C=C(C=CC1C(=O)N1CC(C1)O)NC(=O)C1=C(C(=NS1)C1=C2C=CC=NC2=CC=C1)C1CC1 N-(3-CHLORO-4-(3-HYDROXYAZETIDINE-1-CARBONYL)PHENYL)-4-CYCLOPROPYL-3-(QUINOLIN-5-YL)ISOTHIAZOLE-5-CARBOXAMIDE